1-methyl-3-{2-[(1H-pyrazol-1-yl)methyl]-[1,1'-biphenyl]-4-yl}-1,3,5-triazine-2,4,6-trione CN1C(N(C(NC1=O)=O)C1=CC(=C(C=C1)C1=CC=CC=C1)CN1N=CC=C1)=O